6-(4-(((2-Fluorophenyl)amino)methyl)-2-(6-methylpyridin-2-yl)-1H-imidazol-1-yl)imidazo[1,2-a]pyridine-3-carboxamide FC1=C(C=CC=C1)NCC=1N=C(N(C1)C=1C=CC=2N(C1)C(=CN2)C(=O)N)C2=NC(=CC=C2)C